C(C1=CC=CC=C1)N1C2=NC=NC(=C2N=C1C1=C(C=C(C=C1)OCCN1CCN(CC1)C)Cl)OC1(CC1)C 9-Benzyl-8-(2-chloro-4-(2-(4-methylpiperazin-1-yl)ethoxy)phenyl)-6-(1-methylcyclopropoxy)-9H-purine